(R)-10-methyl-3-(2-(3-morpholinoprop-1-en-2-yl)pyridin-4-yl)-9,10,11,12-tetrahydro-8H-[1,4]diazepino[5',6':4,5]thieno[3,2-f]quinolin C[C@H]1NCC2=C(C=3C=4C=CC(=NC4C=CC3S2)C2=CC(=NC=C2)C(=C)CN2CCOCC2)NC1